C1(=CC=CC2=CC=CC=C12)C1=NC2=C(N1)C=CC=C2 2-(naphthalen-1-yl)-1H-benzo[d]imidazole